11-Hydroxy-6-methyl-3-(methylthio)-6,11-dihydrodibenzo[c,f][1,2]thiazepine 5,5-dioxide OC1C2=C(N(S(C3=C1C=CC(=C3)SC)(=O)=O)C)C=CC=C2